CO[Si](CCC(C)C)(OC)OC trimethoxy(isopentyl)silane